ClC=1C(=C(C=CC1)C=1C(=CC=2N=C(N=C(C2N1)N)C)C=C)C (3-chloro-2-methylphenyl)-2-methyl-7-vinylpyrido[3,2-d]pyrimidin-4-amine